aminopropyl-trimethoxytitanium(IV) NCCC[Ti](OC)(OC)OC